CC(CC(=O)NC(C(=O)O)CCN(CCCCC1=NC=2NCCCC2C=C1)CCCOC1=CC=CC=C1)C 2-(3-methylbutanoylamino)-4-[3-phenoxypropyl-[4-(5,6,7,8-tetrahydro-1,8-naphthyridin-2-yl)butyl]amino]butanoic acid